(2-(3-cyanophenyl)propane-2-yl)carboxylic acid C(#N)C=1C=C(C=CC1)C(C)(C)C(=O)O